ClC=1C=NN(C(C1C1CC1)=O)CC(=O)NC1=CC(=C(C=C1)C)S(N(C)C)(=O)=O 2-(4-chloro-5-cyclopropyl-6-oxopyridazin-1(6H)-yl)-N-(3-(N,N-dimethylsulfamoyl)-4-methylphenyl)acetamide